C(C1=CC=CC=C1)OC(=O)NCCC1=CC(=C(C=C1)N1CC2CCC(C1)N2C(=O)OC(C)(C)C)Cl tert-Butyl 3-[4-(2-[[(benzyloxy)carbonyl]amino]ethyl)-2-chlorophenyl]-3,8-diazabicyclo[3.2.1]octane-8-carboxylate